4-fluoro-1-[cis-4-[4-(6-chloropyrimidin-4-yl)piperazin-1-yl]cyclohexyl]-1H-indole FC1=C2C=CN(C2=CC=C1)[C@@H]1CC[C@@H](CC1)N1CCN(CC1)C1=NC=NC(=C1)Cl